OC=1C(=CC=2C3(C4=CC=C(C=C4OC2C1)O)OC(C1=CC=C(C=C13)C(=O)O)=O)C=1SC(=CC1)C 3',6'-dihydroxyl-2'-(5-methylthiophene-2-yl)-3-oxo-3H-spiro-[isobenzofuran-1,9'-xanthene]-6-carboxylic acid